OCC1CC(N(CC1)C1=NN(C(=C1)C)C1CC2(CN(C2)C(=O)OC(C)(C)C)C1)(C)C Tert-butyl 6-(3-(4-(hydroxymethyl)-2,2-dimethylpiperidin-1-yl)-5-methyl-1H-pyrazol-1-yl)-2-azaspiro[3.3]heptane-2-carboxylate